Cl.N1=CC=C(C2=CC=CC=C12)N quinolin-4-amine HCl salt